5-chloro-2-(4,4-difluoroazepan-1-yl)-4-methyl-6-(1-methyl-1H-pyrazol-4-yl)-N-(2-(S-methylsulfonimidoyl)pyridin-4-yl)nicotinamide ClC=1C(=NC(=C(C(=O)NC2=CC(=NC=C2)S(=O)(=N)C)C1C)N1CCC(CCC1)(F)F)C=1C=NN(C1)C